1-({3-[(2-hydroxypropyl)amino]propyl}amino)propan-2-ol OC(CNCCCNCC(C)O)C